NC=1C2=C(N=CN1)C(=C(N2C2=CC(=C(C=C2)OC2=NC=CC(=N2)C)F)C2=CCN(C2)C(=O)OC(C)(C)C)C tert-butyl 4-(4-amino-5-(3-fluoro-4-((4-methylpyrimidin-2-yl) oxy) phenyl)-7-methyl-5H-pyrrolo[3,2-d]pyrimidin-6-yl)-2,5-dihydro-1H-pyrrole-1-carboxylate